BrCC1=CC=C(C2=CC=CC=C12)CBr 1,4-Di(bromomethyl)naphthalene